3-(((benzyloxy)carbonyl)amino)-4,4-difluorobutanoic acid C(C1=CC=CC=C1)OC(=O)NC(CC(=O)O)C(F)F